O=CCCC(=O)C1N(CCN(C1)C)N 4-oxo-butyryl-(4-methyl)piperazinamine